C(C)OC1=[N+](C=C(C=C1)F)[O-] 2-ethoxy-5-fluoro-1-oxido-pyridin-1-ium